C(C)C=1SC(=C(N1)C1=CC=CC=C1)OC1=CC(=NC=C1)N(C1=NC=C(C=C1)N)CCN1CCCC1 N2-(4-((2-Ethyl-4-phenylthiazol-5-yl)oxy)pyridin-2-yl)-N-(2-(pyrrolidin-1-yl)ethyl)pyridine-2,5-diamine